C=CCCCCCCCC decaene